(R)-N-(1R,2R)-(3,4-dimethoxyphenethoxycyclohexyl)-3-acetoxypyrrole-2,5-dione COC=1C=C(CCOC2(CCCCC2)N2C(C(=CC2=O)OC(C)=O)=O)C=CC1OC